C1(CCC1)OCC1=C(C=C(C=C1)B(O)O)F [4-(CYCLOBUTOXYMETHYL)-3-FLUOROPHENYL]BORANEDIOL